(S)-tert-butyl 6-(2-(2-(dimethylamino)propan-2-yl)benzo[d]thiazol-5-yl)-3-methyl-3,4-dihydropyridine-1(2H)-carboxylate CN(C(C)(C)C=1SC2=C(N1)C=C(C=C2)C2=CC[C@@H](CN2C(=O)OC(C)(C)C)C)C